methyl-8-((2-fluoro-5-(trifluoromethyl)benzoyl)-D-valyl)-4-(4-fluoro-phenyl)-2,8-diazaspiro[4.5]decane-2-carboxylate COC(=O)N1CC2(C(C1)C1=CC=C(C=C1)F)CCN(CC2)C([C@H](NC(C2=C(C=CC(=C2)C(F)(F)F)F)=O)C(C)C)=O